C(C1=CC=CC=C1)(=O)O[C@H](C(=O)O)[C@@H](C(=O)N(CC)CC)OC(C1=CC=CC=C1)=O (2S,3S)-2,3-bis(benzoyloxy)-4-(diethylamino)-4-oxobutanoic acid